1-methyl-3-(3-((7-(5-methyl-1,2,4-oxadiazol-3-yl)isoquinolin-1-yl)amino)propionylamino)-1H-pyrazole-5-carboxylic acid propyl ester formate salt C(=O)O.C(CC)OC(=O)C1=CC(=NN1C)NC(CCNC1=NC=CC2=CC=C(C=C12)C1=NOC(=N1)C)=O